N-[8-(cyclohexyloxy)-4H,5H-[1,3]thiazolo[4,5-h]quinazolin-2-yl]-5-[(4-ethylpiperazin-1-yl)methyl]pyridin-2-amine C1(CCCCC1)OC1=NC=2C3=C(CCC2C=N1)N=C(S3)NC3=NC=C(C=C3)CN3CCN(CC3)CC